3-Bromo-2-(4-bromophenyl)-7-methylimidazo[1,2-a]pyridine BrC1=C(N=C2N1C=CC(=C2)C)C2=CC=C(C=C2)Br